(Z)-3-dodecenoic acid methyl ester COC(C\C=C/CCCCCCCC)=O